N[C@@H]([C@@H](C(=O)N[C@H](C(=O)O)CC(C)C)O)CC1=CC=CC=C1 (2S)-2-[(2S,3r)-3-amino-2-hydroxy-4-phenylbutyrylamino]-4-methylpentanoic acid